C(C1=CC=CC=C1)N1CCC2(CC1)COC1=C(O2)C=C(C=C1)C#N benzyl-3H-spiro[benzo[b][1,4]dioxine-2,4'-piperidine]-7-carbonitrile